(R)-4-(3-(1-acryloylazetidin-3-yl)-1,2,3,4,4a,5-hexahydrobenzo[b]pyrazino[1,2-d][1,4]oxazin-8-yl)-6-(1-(methyl-d3)-1H-pyrazol-4-yl)pyrazolo[1,5-a]pyridine-3-carbonitrile C(C=C)(=O)N1CC(C1)N1C[C@H]2N(C3=C(OC2)C=C(C=C3)C=3C=2N(C=C(C3)C=3C=NN(C3)C([2H])([2H])[2H])N=CC2C#N)CC1